3-(3-chloro-4-(9-((4-chloropyridin-2-yl)methyl)-6-(1-methylcyclopropoxy)-9H-purin-8-yl)phenoxy)-N-methylpropan-1-amine ClC=1C=C(OCCCNC)C=CC1C=1N(C2=NC=NC(=C2N1)OC1(CC1)C)CC1=NC=CC(=C1)Cl